C(C)(C)(C)OC(=O)NC1CCC(CC1)(O)COCCC1CCN(CC1)C(=O)O 4-(2-((4-((tert-butoxycarbonyl)amino)-1-hydroxycyclohexyl)methoxy)ethyl)piperidine-1-carboxylic acid